amino-7-bromo-[1,1'-binaphthyl]-2-ol NC1=C(C(=C2C=C(C=CC2=C1)Br)C1=CC=CC2=CC=CC=C12)O